NC=1C(=C2C(=NC1)CCC2)N2C[C@H](C[C@H](C2)C)NC(OC(C)(C)C)=O tert-Butyl (3S,5R)-1-(3-amino-6,7-dihydro-5H-cyclopenta[b]pyridin-4-yl)-5-methylpiperidin-3-ylcarbamate